2-(2-amino-9-((2R,3R,5S)-3-hydroxy-5-(hydroxymethyl)tetrahydrofuran-2-yl)-6,8-dioxo-1,6,8,9-tetrahydro-7H-purin-7-yl)acetonitrile NC=1NC(C=2N(C(N(C2N1)[C@@H]1O[C@@H](C[C@H]1O)CO)=O)CC#N)=O